(R)-2-(1-amino-4-carboxy-1-oxobutan-2-yl)-1-oxoisoindoline-5-carboxylic acid NC([C@@H](CCC(=O)O)N1C(C2=CC=C(C=C2C1)C(=O)O)=O)=O